[Al+3].C1(=CC=CC=C1)C1=CC=C(C=C1)[O-].C1(=CC=CC=C1)C1=CC=2C(C3=CC(=CC=C3C2C=C1)C1=CC=CC=C1)(C1=CC2=CC=C(C=C2C=C1)O)C1=CC2=CC=C(C=C2C=C1)O.C1(=CC=CC=C1)C1=CC=C(C=C1)[O-].C1(=CC=CC=C1)C1=CC=C(C=C1)[O-] 2,7-diphenyl-9,9-bis(6-hydroxy-2-naphthyl)fluorene (4-phenyl-phenolate) aluminum